(2R,3R,4S,5R,6S)-3-hydroxy-2-(hydroxymethyl)-4-(4-(3,4,5-trifluorophenyl)-1H-1,2,3-triazol-1-yl)-1,7-dioxaspiro[5.5]undecane-5-yl 3-(trifluoromethyl)benzoate FC(C=1C=C(C(=O)O[C@@H]2[C@H]([C@H]([C@H](O[C@]23OCCCC3)CO)O)N3N=NC(=C3)C3=CC(=C(C(=C3)F)F)F)C=CC1)(F)F